6-(5-Chloro-2-((4-(4-methylpiperazin-1-yl)phenyl)amino)pyrimidin-4-yl)-4,4-dimethyl-3,4-Dihydroisoquinolin ClC=1C(=NC(=NC1)NC1=CC=C(C=C1)N1CCN(CC1)C)C=1C=C2C(CN=CC2=CC1)(C)C